2-(2-amino-5-bromopyridin-3-yloxy)-2-(2-(1-((5-bromo-1-ethyl-1H-pyrazol-4-yl)methyl)-1H-imidazol-2-yl)-5-fluorophenyl)ethanol NC1=NC=C(C=C1OC(CO)C1=C(C=CC(=C1)F)C=1N(C=CN1)CC=1C=NN(C1Br)CC)Br